C(C)(C)(C)OC(=O)C(C)CCC=CCCCC Dec-5-ene-2-carboxylic acid tert-butyl ester